C(C)S(=O)(=O)C(C)C 2-(ethanesulfonyl)propane